C(#N)C=1C(=NC(=C(C1CC)C#N)N(C)C)SCC1=CC=C(C=C1)NS(=O)(=O)C N-(4-(((3,5-dicyano-6-(dimethylamino)-4-ethylpyridin-2-yl)thio)methyl)phenyl)methanesulfonamide